methyl 3-(9-((4-(((tert-butoxycarbonyl)amino)methyl)-2,6-dimethylphenyl)carbamoyl)-4,5-dihydrobenzo[b]thieno[2,3-d]oxepin-8-yl)-6-((3,3-difluorocyclobutyl)carbamoyl)picolinate C(C)(C)(C)OC(=O)NCC1=CC(=C(C(=C1)C)NC(=O)C1=CC2=C(OCCC3=C2SC=C3)C=C1C=1C(=NC(=CC1)C(NC1CC(C1)(F)F)=O)C(=O)OC)C